2-chloro-3-cyclopropylpyridine ClC1=NC=CC=C1C1CC1